C(C1CO1)O[SiH3] glycidoxysilane